C(C)N1N=CC(=C1C1=NNC=2CC(CCC12)C1=C(C(=CC(=C1)OC)OC)F)N 1-ethyl-5-(6-(2-fluoro-3,5-dimethoxyphenyl)-4,5,6,7-tetrahydro-1H-indazol-3-yl)-1H-pyrazol-4-amine